2-[1-[(2R)-2-[(2S)-2-hydroxypropoxy]-2-phenylethyl]-5-methyl-6-(1,3-oxazol-2-yl)-2,4-dioxo-1H,2H,3H,4H-thieno[2,3-d]pyrimidin-3-yl]-2-methylpropanoic acid O[C@H](CO[C@@H](CN1C(N(C(C2=C1SC(=C2C)C=2OC=CN2)=O)C(C(=O)O)(C)C)=O)C2=CC=CC=C2)C